(R or S)-tert-butyl 1-(2-(3-chloro-4-(dimethylcarbamoyl)phenoxy)ethyl)-6-azaspiro[2.5]octane-6-carboxylate ClC=1C=C(OCC[C@H]2CC23CCN(CC3)C(=O)OC(C)(C)C)C=CC1C(N(C)C)=O |o1:7|